OCC1CN(CCN1C1=NC(=C(C(=C1)C)C(=O)OC)C)C(=O)OC(C)(C)C tert-butyl 3-(hydroxymethyl)-4-(5-(methoxycarbonyl)-4,6-dimethylpyridin-2-yl)piperazine-1-carboxylate